NC1=NC=NC2=C(C=C(C=C12)F)C(=O)NC1=C2C=CN=C(C2=CC=C1C)NC1=C(C=CC(=C1)Cl)F 4-Amino-N-(1-((5-chloro-2-fluorophenyl)amino)-6-methylisoquinolin-5-yl)-6-fluoroquinazoline-8-Formamide